ClC1=CC=C(C=C1)C1=CC2=C(N=C(S2)N)C=C1 6-(4-chlorophenyl)-1,3-benzothiazol-2-amine